imidazo[4,5-h]quinoline-3-carboxylate N1=CN(C=2C=CC=3C=CC=NC3C21)C(=O)[O-]